NC1=NC=NN2C1=CC=C2C2O[C@]([C@@H]1[C@H]2OC(O1)(C)C)(C#N)CO (3aS,4R,6aS)-6-(4-aminopyrrolo[2,1-f][1,2,4]triazin-7-yl)-4-(hydroxymethyl)-2,2-dimethyltetrahydrofuro[3,4-d][1,3]dioxole-4-carbonitrile